1-(tert-butyl) 3-(hex-5-yn-1-yl) (S)-3-methyl-6-oxocyclohex-1-ene-1,3-dicarboxylate C[C@]1(C=C(C(CC1)=O)C(=O)OC(C)(C)C)C(=O)OCCCCC#C